2,2-difluoro-N-(2-fluoro-5-((2-(((3S,5S)-5-fluoro-5-methylpiperidin-3-yl)amino)-[4,5'-bipyrimidin]-4'-yl)oxy)-6-methylnaphthalen-1-yl)butane-1-sulfonamide FC(CS(=O)(=O)NC1=C(C=CC2=C(C(=CC=C12)C)OC1=NC=NC=C1C1=NC(=NC=C1)N[C@@H]1CNC[C@@](C1)(C)F)F)(CC)F